4-[(5-amino-2-pyridinyl)oxy]-2-[(1-methyl-ethyl)oxy]benzonitrile NC=1C=CC(=NC1)OC1=CC(=C(C#N)C=C1)OC(C)C